CN(C(=O)NC1=CC=C(C=C1)OCC)C 1,1-dimethyl-3-(4-ethoxyphenyl)urea